Cl.C[C@H]1[C@H](C1)C1=NC(=NO1)C1(CCNCC1)C 4-{5-[(1s,2r)-2-methylcyclopropyl]-1,2,4-oxadiazol-3-yl}-4-methylpiperidine hydrochloride